FC=1C=C(C=CC1)C1=CNC2=NC=C(C=C21)C=2C(=NN(C2)C2CN(C2)C)OC 3-(3-fluorophenyl)-5-(3-methoxy-1-(1-methylazetidin-3-yl)-1H-pyrazol-4-yl)-1H-pyrrolo[2,3-b]pyridine